(R)-4-(2-((1-(5-chloro-6-oxo-1,6-dihydropyridazin-4-yl)pyrrolidin-3-yl)oxy)pyridin-4-yl)-3-methyl-N-propylbenzenesulfonamide ClC1=C(C=NNC1=O)N1C[C@@H](CC1)OC1=NC=CC(=C1)C1=C(C=C(C=C1)S(=O)(=O)NCCC)C